N-(2-fluoro-3-methyl-4-((2-methylbenzo[d]thiazol-5-yl)oxy)phenyl)-6-(piperidin-4-yloxy)pyrido[3,2-d]pyrimidin-4-amine FC1=C(C=CC(=C1C)OC=1C=CC2=C(N=C(S2)C)C1)NC=1C2=C(N=CN1)C=CC(=N2)OC2CCNCC2